ethyl 4-((2-(4-isobutylphenyl) propionyl) hydrazino)-2-(4-trifluoromethoxyphenylamino)-6-methyl-furo[2,3-d]pyrimidine-5-carboxylate C(C(C)C)C1=CC=C(C=C1)C(C(=O)NNC=1C2=C(N=C(N1)NC1=CC=C(C=C1)OC(F)(F)F)OC(=C2C(=O)OCC)C)C